(S)-5-(hydroxymethyl)-azaspiro[2.4]heptane-4-carboxylic acid tert-butyl ester C(C)(C)(C)OC(=O)C1[C@]2(CN2)CCC1CO